(S)-tert-butyl 2-(4-(5-chloro-2-(1H-tetrazol-1-yl) phenyl)-2,3-dioxopiperazin-1-yl)-3-phenylpropionate ClC=1C=CC(=C(C1)N1C(C(N(CC1)[C@H](C(=O)OC(C)(C)C)CC1=CC=CC=C1)=O)=O)N1N=NN=C1